COC=1C=C(C=C(C1OC)[Se]C)C(\C=C\C1=CC=C(C=C1)OC)=O (E)-1-(3,4-dimethoxy-5-(methylseleno)phenyl)-3-(4-methoxyphenyl)prop-2-en-1-one